8-methyl-8H-selenopheno[2,3-b]indole-2-carbaldehyde CN1C2=C(C3=CC=CC=C13)C=C([Se]2)C=O